[N+](=O)([O-])[O-].[Ag+].[N+](=O)([O-])[O-].[Al+3] aluminum nitrate silver nitrate